OCC=1C=NC=C(C#N)C1 5-hydroxymethyl-nicotinonitrile